FC(C1=NN=C(O1)C=1C=NC(=NC1)NC=1C=C(C2=C(NC=N2)C1)C1=CC=CC=C1)F N-(5-(5-(difluoromethyl)-1,3,4-oxadiazol-2-yl)pyrimidin-2-yl)-4-phenyl-1H-benzo[d]imidazol-6-amine